CC1=CC=C2CN(C(C2=C1C)=O)C1C(NC(CC1)=O)=O 3-(6,7-dimethyl-1-oxoisoindolin-2-yl)piperidine-2,6-dione